FC1=C(OC=2C=CC(=NC2)C(C(=O)N)C)C=C(C(=C1)F)F (5-(2,4,5-trifluorophenoxy)pyridin-2-yl)propanamide